COC(C1=C(C(=CC(=C1)OCC(OCC)OCC)Br)CC)=O 3-bromo-5-(2,2-diethoxyethoxy)-2-ethylbenzoic acid methyl ester